1-(3-(4-(9-benzyl-6-(1-methyl-cyclopropoxy)-9H-purin-8-yl)-3-chlorophenoxy)propyl)azetidin-3-ol C(C1=CC=CC=C1)N1C2=NC=NC(=C2N=C1C1=C(C=C(OCCCN2CC(C2)O)C=C1)Cl)OC1(CC1)C